FC1(CCC(CC1)OCC=1C=C(C=NC1OC)NC(C=C)=O)F N-(5-(((4,4-difluorocyclohexyl)oxy)methyl)-6-meth-oxypyridin-3-yl)acrylamide